methyl 3-acetamido-4,5-dichlorothiophene-2-carboxylate C(C)(=O)NC1=C(SC(=C1Cl)Cl)C(=O)OC